COC1=CC(=C2C=CC=NC2=C1)C1(CC1)NC(=O)C=1C=C(OCC(C)NC(OC(C)(C)C)=O)C=CC1C tert-butyl (1-(3-((1-(7-methoxyquinolin-5-yl)cyclopropyl)carbamoyl)-4-methylphenoxy)propan-2-yl)carbamate